4-(3,6-dihydro-4-methyl-2H-pyran-2-yl)-2-methoxyphenol CC=1CC(OCC1)C1=CC(=C(C=C1)O)OC